(9H-fluoren-9-yl)methyl ((3S,4R)-1-(4-((3S,4S)-3,4-bis(((1S,2R)-2-phenylcyclopropyl) carbamoyl)pyrrolidine-1-carbonyl)benzoyl)-4-(tetradecylcarbamoyl)pyrrolidin-3-yl)(methyl)carbamate C1(=CC=CC=C1)[C@@H]1[C@H](C1)NC(=O)[C@@H]1CN(C[C@H]1C(N[C@@H]1[C@H](C1)C1=CC=CC=C1)=O)C(=O)C1=CC=C(C(=O)N2C[C@H]([C@@H](C2)C(NCCCCCCCCCCCCCC)=O)N(C(OCC2C3=CC=CC=C3C=3C=CC=CC23)=O)C)C=C1